BrC1=C(C(=CC=C1)[N+](=O)[O-])NC1CCN(CC1)C(CC1=CC=C(C=C1)C(F)(F)F)=O 1-(4-((2-bromo-6-nitrophenyl)amino)piperidin-1-yl)-2-(4-(trifluoromethyl)phenyl)ethan-1-one